(S)-tert-butyl 4-(2-chloro-4-(4,4,5,5-tetramethyl-1,3,2-dioxaborolan-2-yl)phenyl)-2-methylpiperazine-1-carboxylate ClC1=C(C=CC(=C1)B1OC(C(O1)(C)C)(C)C)N1C[C@@H](N(CC1)C(=O)OC(C)(C)C)C